N-(4-((7-cyano-1-methyl-2-((1-methyl-2-oxo-5-(trifluoromethyl)-1,2-dihydropyridin-3-yl)amino)-1H-imidazo[4,5-b]pyridin-6-yl)oxy)pyridin-2-yl)cyclopropanecarboxamide C(#N)C1=C2C(=NC=C1OC1=CC(=NC=C1)NC(=O)C1CC1)N=C(N2C)NC=2C(N(C=C(C2)C(F)(F)F)C)=O